COC(=O)C=1C=C(OC[C@H]2N(CCC2)C(=O)OC(C)(C)C)C=CC1 tert-butyl (2S)-2-[3-(methoxycarbonyl)phenoxymethyl]pyrrolidine-1-carboxylate